2-amino-3-((3,4,5-trimethylphenyl)amino)benzonitrile NC1=C(C#N)C=CC=C1NC1=CC(=C(C(=C1)C)C)C